NC1=NN=C(S1)NC(=O)C1=CC=CC(=N1)C1=NC=CC=C1 N-(5-amino-1,3,4-thiadiazol-2-yl)-[2,2'-bipyridine]-6-carboxamide